CNC1=CC=CC2=CC=CC=C12 methyl-alpha-naphthylamine